N-(4-aminocyclohexyl)-4-(dimethylamino)benzamide NC1CCC(CC1)NC(C1=CC=C(C=C1)N(C)C)=O